C(C1=CC=CC=C1)OC(=O)N1C[C@H]([C@@H](C1)O)NC(=O)OC(C)(C)C.OC=1C=C(C=CC1O)C1=C(C=2CC3=CC=CC=C3C2C=C1)C1=CC(=C(C=C1)O)O bis(3,4-dihydroxyphenyl)fluorene Trans-benzyl-3-[[(tert-butoxy)carbonyl]amino]-4-hydroxypyrrolidine-1-carboxylate